(S)-2-hydroxy-3-(stearoyloxy)propyl (2-(trimethylammonio)ethyl) phosphate P(=O)(OC[C@H](COC(CCCCCCCCCCCCCCCCC)=O)O)(OCC[N+](C)(C)C)[O-]